Methyl 2-((3-(morpholine-4-carbonyl)-5-phenylpiperidin-1-yl)sulfonyl)thiazole-5-carboxylate N1(CCOCC1)C(=O)C1CN(CC(C1)C1=CC=CC=C1)S(=O)(=O)C=1SC(=CN1)C(=O)OC